[4-[[3-[4-(difluoromethoxy)phenyl]imidazo[1,2-a]pyrazin-8-yl]amino]-2-methylphenyl]-[4-(1,2,3,4-tetrahydropyridine-4-carbonyl)piperazin-1-yl]methanone FC(OC1=CC=C(C=C1)C1=CN=C2N1C=CN=C2NC2=CC(=C(C=C2)C(=O)N2CCN(CC2)C(=O)C2CCNC=C2)C)F